N-[(4-Hydroxy-2-pyrrolidinyl)carbonyl]-5-methyl-3-pyrrolin-2-one OC1CC(NC1)C(=O)N1C(C=CC1C)=O